2-chloro-N-[(2,6-dichloro-4-fluoro-phenyl)methyl]-N-(3,5-dimethoxyphenyl)acetamide ClCC(=O)N(C1=CC(=CC(=C1)OC)OC)CC1=C(C=C(C=C1Cl)F)Cl